C(C)(C)(C)OC(=O)N1CC2(CCC(C1)N2S(=O)(=O)C2=CC(=C(C(=C2)F)OC2=CC=C(C=C2)Cl)F)C(=O)O 3-(tert-butoxycarbonyl)-8-((4-(4-chlorophenoxy)-3,5-difluorophenyl)sulfonyl)-3,8-diazabicyclo[3.2.1]octane-1-carboxylic acid